CC=1C=C(C=C(C1)C1=CC=CC=C1)C(=O)N 5-methyl-[1,1'-biphenyl]-3-carboxamide